thiaanthracene dibromide [Br-].[Br-].S1CC=CC2=CC3=CC=CC=C3C=C12